tert-butyl (S)-2-(((6-benzyl-2-(3,3,3-trifluoro-2,2-dimethylpropanoyl)-2,6-diazaspiro[3.4]octan-8-yl)methoxy)methyl)-6-(4,4-difluorocyclohexyl)-3-fluorobenzoate C(C1=CC=CC=C1)N1CC2(CN(C2)C(C(C(F)(F)F)(C)C)=O)[C@@H](C1)COCC1=C(C(=O)OC(C)(C)C)C(=CC=C1F)C1CCC(CC1)(F)F